ClC1=CC=C(C=C1)C1N=C(N(C1C1=CC=C(C=C1)Cl)C(=O)N1CC(NCC1)=O)C1=C(C=C(C=C1)OC)OC(C)C (-)-4-[4,5-Bis(4-chlorophenyl)-2-(2-isopropoxy-4-methoxy-phenyl)-4,5-dihydro-imidazole-1-carbonyl]-piperazin-2-one